ClC1=C(C=C(C=C1)Cl)[C@@H]1[C@H](C1)C(=O)O |r| rac-(1S*,2S*)-2-(2,5-dichlorophenyl)cyclopropane-1-carboxylic acid